2-methyl-5-(2-propenyl)-2-cyclohexen-1-ol acetate C(C)(=O)OC1C(=CCC(C1)CC=C)C